2,3-dihydroisothiazole-4-nitrile S1NCC(=C1)C#N